rac-methyl (4aR,5S,6R,7R,7aS)-4a-(4-bromophenyl)-7,7a-dihydroxy-2-isopropyl-5-phenyl-2,4a,5,6,7,7a-hexahydrocyclopenta[4,5]furo[3,2-c]pyrazole-6-carboxylate BrC1=CC=C(C=C1)[C@]12[C@](C3=NN(C=C3O1)C(C)C)([C@@H]([C@@H]([C@H]2C2=CC=CC=C2)C(=O)OC)O)O |r|